Cl.C12C(CC(CC1)C2)N bicyclo[2.2.1]heptan-2-amine HCl